C(C1=CC=CC=C1)OC1=C(C(=NC(=C1)[C@@H]1CO[C@](C[C@H]1C1=C(C(=C(C=C1)F)F)OC)(C(F)(F)F)C)C)[S@@](=O)(C)=N |o1:14,17,19,36| rel-(S)-(4-(Benzyloxy)-6-((3R*,4R*,6R*)-4-(3,4-difluoro-2-methoxyphenyl)-6-methyl-6-(trifluoromethyl)tetrahydro-2H-pyran-3-yl)-2-methylpyridin-3-yl)(imino)(methyl)-λ6-sulfanone